FC=1C=C(C=CC1F)C(C)=O 1-(3,4-Difluoro-phenyl)ethanon